O1CCN(CC1)C1=C(C=C2CN(C(C2=C1)=O)C[C@@H]1OCCCC1)NC(=O)C=1C=NN2C1N=CC=C2 (R)-N-(6-morpholino-1-oxo-2-((tetrahydro-2H-pyran-2-yl)methyl)isoindolin-5-yl)pyrazolo[1,5-a]pyrimidine-3-carboxamide